bis(2-norbornyl)phosphine selenide C12C(CC(CC1)C2)P(C2C1CCC(C2)C1)=[Se]